C(C1=CC=CC=C1)N1CC2CN(CC(C1)N2CC2=CC=CC=C2)C(=O)OCC(Cl)(Cl)Cl 2,2,2-trichloroethyl 7,9-dibenzyl-3,7,9-triazabicyclo[3.3.1]Nonane-3-carboxylate